NC1(OC(C2=CC=C(C=C12)F)=O)C amino-5-fluoro-3-methyl-3H-isobenzofuran-1-one